NC1=C(C2=C(N=C(O2)C)C=C1Cl)CCCCC(=O)OC methyl 5-(6-amino-5-chloro-2-methylbenzo[d]oxazol-7-yl)pentanoate